C(C)NC(=O)C=1C=CC(=NC1)C(=O)O 5-(ethylcarbamoyl)pyridinecarboxylic acid